N-(tert-butyl)-3-((5-methyl-2-((4-(piperidin-4-yl)phenyl)amino)pyrimidin-4-yl)amino)benzenesulfonamide C(C)(C)(C)NS(=O)(=O)C1=CC(=CC=C1)NC1=NC(=NC=C1C)NC1=CC=C(C=C1)C1CCNCC1